C1(CC1)N1C2CN(CC1CC2)C2CCN(CC2)C2=C(C=C(C(=C2)OC)NC2=NC=NC(=C2)N2OCC[C@@H]2C2=C(C=CC(=C2)F)F)NC(C=C)=O N-(2-(4-(8-cyclopropyl-3,8-diazabicyclo[3.2.1]octan-3-yl)piperidine-1-yl)-5-((6-((R)-3-(2,5-difluorophenyl)-isoxazolidine-2-yl)pyrimidine-4-yl)amino)-4-methoxyphenyl)acrylamide